C(C)(C)(C)N1N=C(N=C1C1[C@H]2CC(C[C@@H]12)N1CC2(CS(C2)(=O)=O)CC1)C(F)(F)F 6-((1R,3r,5S,6r)-6-(1-(tert-butyl)-3-(trifluoromethyl)-1H-1,2,4-triazol-5-yl)bicyclo[3.1.0]hexan-3-yl)-2-thia-6-azaspiro[3.4]octane 2,2-dioxide